[5-Amino-1-(1H-benzimidazol-6-yl)-1H-pyrazol-4-yl]-1H-indol-2-ylMethanone NC1=C(C=NN1C=1C=CC2=C(NC=N2)C1)C(=O)C=1NC2=CC=CC=C2C1